5-chloro-1-(4-piperidyl)-1H-benzimidazol-2(3H)-one ClC1=CC2=C(N(C(N2)=O)C2CCNCC2)C=C1